(2-[4-(3,5-dimethyl-1H-pyrazol-4-yl)anilino]-1-[(1S)-4-fluoroindan-1-yl]-2-oxo-ethyl)-2-methyl-pyrazole-3-carboxamide CC1=NNC(=C1C1=CC=C(NC(C([C@@H]2CCC3=C(C=CC=C23)F)C2=C(N(N=C2)C)C(=O)N)=O)C=C1)C